3-nitro-octacosanedioic acid [N+](=O)([O-])C(CC(=O)O)CCCCCCCCCCCCCCCCCCCCCCCCC(=O)O